ClC=1C2=C(N=CN1)N(C=C2I)CC(F)(F)F 4-Chloro-5-iodo-7-(2,2,2-trifluoroethyl)-7H-pyrrolo[2,3-d]pyrimidine